CC1=NOC=C1C 3,4-Dimethylisoxazole